2-(2-chloro-4-nitrobenzoyloxy)acetic acid ClC1=C(C(=O)OCC(=O)O)C=CC(=C1)[N+](=O)[O-]